C(C)(C)(C)OOC(=O)C=1C=C(C(=O)C2=CC=C(C=C2)C(=O)OOC(C)(C)C)C=CC1C(=O)OOC(C)(C)C 3,4,4'-tris(tert-butylperoxycarbonyl)benzophenone